2-((6S)-2,6-dimethylmorpholino)-N-(2-(trifluoromethyl)benzyl)pyrido[2,3-d]pyrimidin-4-amine CC1O[C@H](CN(C1)C=1N=C(C2=C(N1)N=CC=C2)NCC2=C(C=CC=C2)C(F)(F)F)C